O=C1C(C(CC1)CC(=O)OC)CCCCC 3-oxo-2-pentyl-cyclopentaneacetic acid, methyl ester